O[C@H](C)C1=CC2=C(N=C(N=C2)NC2=CC=C(C=N2)CN2CCC(CC2)O)C(=N1)N1CCCC1 1-[[6-[[6-[(1R)-1-hydroxyethyl]-8-pyrrolidin-1-ylpyrido[3,4-d]pyrimidin-2-yl]amino]pyridin-3-yl]methyl]piperidin-4-ol